(1r,3r)-3-(pyridin-4-yl)cyclobutane-1-carboxylic acid N1=CC=C(C=C1)C1CC(C1)C(=O)O